[Si](C1=CC=CC=C1)(C1=CC=CC=C1)(C(C)(C)C)OCC=1C=C(C=C(C1)CO)CO (5-(((tert-butyldiphenylsilyl)oxy)methyl)-1,3-phenylene)dimethanol